ClC1=C(C=C\2C(=N1)CC/C2=N/NS(=O)(=O)C2=CC=C(C)C=C2)C(=O)OC methyl (Z)-2-chloro-5-(2-tosylhydrazineylidene)-6,7-dihydro-5H-cyclopenta[b]pyridine-3-carboxylate